e-α-naphthol C1(=CC=CC2=CC=CC=C12)O